2-((3R,5S)-1,1-difluorospiro[2.5]octan-5-yl)acetate FC1(C[C@@]12C[C@H](CCC2)CC(=O)[O-])F